BrC=1C=C(OC2=C3[C@@H](C(C(C3=C(C=C2)S(=O)(=O)C)=O)F)O)C=C(C1)F (3S)-4-(3-bromo-5-fluoro-phenoxy)-2-fluoro-3-hydroxy-7-methylsulfonyl-indan-1-one